CC1=C2C=NN(C2=CC(=C1)[C@@H]1[C@H](C1)C(=O)ON1C(C2=CC=CC=C2C1=O)=O)CC(F)(F)F 1,3-dioxoisoindolin-2-yl (1S,2S)-2-(4-methyl-1-(2,2,2-trifluoroethyl)-1H-indazol-6-yl)cyclopropane-1-carboxylate